N-[5-[(3,5-difluorophenyl)methyl]-1H-indazol-3-yl]-4-[4-(2-oxoethyl)piperazin-1-yl]-2-(tetrahydropyran-4-ylamino)benzamide hydrochloride Cl.FC=1C=C(C=C(C1)F)CC=1C=C2C(=NNC2=CC1)NC(C1=C(C=C(C=C1)N1CCN(CC1)CC=O)NC1CCOCC1)=O